FC1=C2CCN(C(C2=CC=N1)O)C(=O)OCCCC butyl 5-fluoro-1-hydroxy-3,4-dihydro-2,6-naphthyridine-2(1H)-carboxylate